ClC=1C(=C(C=CC1)C=1N(C(=C(N1)C)C(=O)O)O)F (3-chloro-2-fluorophenyl)-1-hydroxy-4-methyl-1H-imidazole-5-carboxylic acid